hydroxy-2-hydroxy-benzotriazole OC1=CC=CC2=NN(N=C21)O